N1=CC=C2N1C=CC(=N2)C2=CNC=1N=C(N=CC12)NCC1(CC1)C(F)(F)F 5-(Pyrazolo[1,5-a]pyrimidin-5-yl)-N-((1-(trifluoromethyl)cyclopropyl)methyl)-7H-pyrrolo[2,3-d]pyrimidin-2-amine